FC(S(=O)(=O)OC=1C=C2N(N1)CC[C@@]21CN(CC1)C(=O)OC(C)(C)C)(F)F Tert-butyl (3S)-2'-[(trifluoromethanesulfonyl)oxy]-5',6'-dihydrospiro[pyrrolidine-3,4'-pyrrolo[1,2-b]pyrazole]-1-carboxylate